C1(=CC=CC=C1)[C@@H](C)N[C@@H](C(=O)O)CC1(CC1)C(F)(F)F (2R)-2-[[(1R)-1-Phenylethyl]amino]-3-[1-(trifluoromethyl)cyclopropyl]propanoic acid